O=C1N(CCN1)C1=CC=C(C(=O)OCC)C=C1 ETHYL 4-(2-OXOIMIDAZOLIDIN-1-YL)BENZOATE